NCCCNCCNCCCN 1,5,8,12-tetraazadodec-ane